FC(N1C=NC2=C1C=CC(=C2)OC2=C(C=C(C=C2)NC2=NC=NC1=C2N=C(N=C1)OC1CCN(CC1)C(C=C)=O)C)F 1-(4-((8-((4-((1-(difluoromethyl)-1H-benzo[d]imidazol-5-yl)oxy)-3-methylphenyl)amino)pyrimido[5,4-d]pyrimidin-2-yl)oxy)piperidin-1-yl)prop-2-en-1-one